C(CC=C)OC=1N=C(C=C2C=CC=NC12)C1=CC(=NC=C1OC)[C@@H](C)N(S(=O)C(C)(C)C)CC N-((R)-1-(4-(8-(but-3-en-1-yloxy)-1,7-naphthyridin-6-yl)-5-methoxypyridin-2-yl)ethyl)-N-ethyl-2-methylpropane-2-sulfinamide